N-((5-([1,2,3]triazolo[1,5-a]pyridin-5-yl)-2,3-dihydro-1H-inden-4-yl)carbamoyl)-4-(2-hydroxypropan-2-yl)thiophene-2-sulfonamide N1=NC=C2N1C=CC(=C2)C=2C(=C1CCCC1=CC2)NC(=O)NS(=O)(=O)C=2SC=C(C2)C(C)(C)O